P(OC1=C(C=C(C=C1)C(C)(C)C)C(C)(C)C)(OC1=C(C=C(C=C1)C(C)(C)C)C(C)(C)C)OC1=C(C=C(C=C1)C(C)(C)C)C(C)(C)C tris(2,4-di-tertiary-butylphenyl) phosphite